NCCC1=C(N)C=CC(=C1)Br 2-(aminoethyl)-4-bromoaniline